C[Te]C The molecule is an organotellurium compound in which the tellurium atom is covalently bonded to two methyl groups. A xenobiotic metabolite produced by certain strains of bacteria exposed to tellurium containing compounds. It has a role as a bacterial xenobiotic metabolite.